COC=1C=C(C#N)C=CC1OCCOC1=CC(=CC=C1)C1=CN=CS1 3-methoxy-4-(2-(3-(thiazol-5-yl)phenoxy)ethoxy)benzonitrile